2-((2S,4S)-2-((difluoromethoxy)methyl)-4-(4-(trifluoromethyl)phenoxy)pyrrolidin-1-yl)thiazole-4-carboxylic acid FC(OC[C@H]1N(C[C@H](C1)OC1=CC=C(C=C1)C(F)(F)F)C=1SC=C(N1)C(=O)O)F